(4,4-dimethyl-amyl)-magnesium bromide CC(CCC[Mg]Br)(C)C